6-chloro-N-hydroxy-2-phenylbenzimidazole ClC=1C=CC2=C(N(C(=N2)C2=CC=CC=C2)O)C1